FC=1C(=NC(=NC1)N[C@@H]1CC[C@H](CC1)C(=O)N)C1=CC(=CC=C1)N1CCCCC1 trans-4-((5-fluoro-4-(3-(piperidin-1-yl)phenyl)pyrimidin-2-yl)amino)cyclohexane-1-carboxamide